2-adamantaneacetic acid C12C(C3CC(CC(C1)C3)C2)CC(=O)O